5-(difluoromethoxy)-N1-(2-(dimethylamino)ethyl)-N4-(4-(6-methoxy-1-methyl-1H-indol-3-yl)pyrimidin-2-yl)-N1-methylBenzene-1,2,4-triamine FC(OC1=C(C=C(C(=C1)N(C)CCN(C)C)N)NC1=NC=CC(=N1)C1=CN(C2=CC(=CC=C12)OC)C)F